[Si](C)(C)(C(C)(C)C)OC1C(CN(CC1)C1=CC=C2C(=N1)SC(=N2)NC(=O)C=2C=NC(=CC2C2=CC(=NC=C2OC)Cl)C)(C)C N-(5-(4-((tert-butyldimethylsilyl)oxy)-3,3-dimethylpiperidin-1-yl)thiazolo[5,4-b]pyridin-2-yl)-2'-chloro-5'-methoxy-6-methyl-[4,4'-bipyridine]-3-carboxamide